triazapentacosanedioate C(NNNCCCCCCCCCCCCCCCCCCCCC(=O)[O-])(=O)[O-]